Cl[SiH](C)C Chlorodimethylsilan